N[C@@H]1CN(CC[C@H]1F)C1=NC2=C(N1CC(=O)N(C)CCOC)C=C(C=C2)F 2-(2-((3R,4R)-3-Amino-4-fluoropiperidin-1-yl)-6-fluoro-1H-benzo[d]imidazol-1-yl)-N-(2-methoxyethyl)-N-methylacetamid